(Z)-5-ethoxy-N'-hydroxy-4-methoxymethyl-pyridineamidine C(C)OC=1C(=CC(=NC1)/C(=N/O)/N)COC